C(CCC)C=1OCCN1 2-butyl-2-oxazoline